N-[2-(2-methyl-7,8-dihydro-6H-indeno[5,4-d][1,3]oxazol-8-yl)ethyl]propanamide CC=1OC2=C(N1)C=CC=1CCC(C12)CCNC(CC)=O